1,1-bis(4-hydroxyphenyl)-n-heptan OC1=CC=C(C=C1)C(CCCCCC)C1=CC=C(C=C1)O